C(C=C)(=O)N1CC2(C1)CC(C2)N2N=C(C(=C2C)C2=C1C=NNC1=CC(=C2Cl)C)C=2C=C1CC(N(C1=CC2)C)=O 5-(1-(2-acryloyl-2-azaspiro[3.3]heptan-6-yl)-4-(5-chloro-6-methyl-1H-indazol-4-yl)-5-methyl-1H-pyrazol-3-yl)-1-methylindolin-2-one